3-methacryloyloxypropylmethyldiethoxysilane C(C(=C)C)(=O)OCCC[Si](OCC)(OCC)C